BrC=1C=C2C(=NN(C(C2=CC1)=O)CC(=O)NC1=NC=C(C=N1)C)OC1CC2(C(C2)(F)F)C1 2-[6-bromo-4-(2,2-difluorospiro[2.3]hexan-5-yl)oxy-1-oxophthalazin-2-yl]-N-(5-methylpyrimidin-2-yl)acetamide